cis-Benzyl (3R)-3,3'-dimethyl[1,4'-bipiperidin]-1'-carboxylate C[C@H]1CN(CCC1)C1C(CN(CC1)C(=O)OCC1=CC=CC=C1)C